4-chloro-6-methoxypyridazine-3-carboxylic acid ClC1=C(N=NC(=C1)OC)C(=O)O